7-methoxy-2-(4-methoxybenzyl)-3,4-dimethyl-2H-pyrazolo[3,4-d]pyridazine COC1=NN=C(C=2C1=NN(C2C)CC2=CC=C(C=C2)OC)C